Cl.O[C@H]1[C@@H](N)[C@@H](O)[C@H](O)[C@H](O1)CO β-mannosamine hydrochloride